C(C(C)C)(=O)C1=NNC=C1 isobutyrylpyrazole